methyl 4-amino-3-[8-oxabicyclo[3.2.1]oct-2-en-3-yl]benzoate NC1=C(C=C(C(=O)OC)C=C1)C1=CC2CCC(C1)O2